N-{[2-(N''-cyanocarbamimidamido)phenyl][4-(propan-2-yl)phenyl]methyl}cyclopropanecarboxamide C(#N)N=C(NC1=C(C=CC=C1)C(NC(=O)C1CC1)C1=CC=C(C=C1)C(C)C)N